ClC1=NN2C(N=CC3=C2C(C[C@H]3C(=O)NC=3C=NC(=C(C3)C(F)(F)F)C(NC)=O)(C)C)=C1 (R)-2-chloro-8,8-dimethyl-N-(6-(methylcarbamoyl)-5-(trifluoromethyl)pyridin-3-yl)-7,8-dihydro-6H-cyclopenta[e]pyrazolo[1,5-a]pyrimidine-6-carboxamide